N-[(2-hydroxyphenyl)methyl]-N'-(2-pyridylmethyl)-N-(5,6,7,8-tetrahydro-8-quinolinyl)-1,4-xylylenediamine OC1=C(C=CC=C1)CN(CC1=CC=C(C=C1)CNCC1=NC=CC=C1)C1CCCC=2C=CC=NC12